NB(N)N tri-aminoborane